1-Pentyl-3-propylpyridinium fluorid [F-].C(CCCC)[N+]1=CC(=CC=C1)CCC